N-[2-bromo-4-(1,1,1,2,3,3,3-heptafluoropropan-2-yl)-6-(trifluoromethyl)phenyl]-3-[N-(cyclopropylmethyl)-4-fluorobenzamido]-2-fluorobenzamide BrC1=C(C(=CC(=C1)C(C(F)(F)F)(C(F)(F)F)F)C(F)(F)F)NC(C1=C(C(=CC=C1)N(C(C1=CC=C(C=C1)F)=O)CC1CC1)F)=O